BrC1=CC=C(C=C1)[C@@H](N[S@@](=O)C(C)(C)C)C1=CC=CC=C1 (S)-N-((S)-(4-Bromophenyl)(Phenyl)Methyl)-2-Methylpropane-2-Sulfinamide